sodium bis(laurylglutamine) C(CCCCCCCCCCC)N[C@@H](CCC(N)=O)C(=O)O.C(CCCCCCCCCCC)N[C@@H](CCC(N)=O)C(=O)O.[Na]